p-isothiocyanatobenzyl-1,4,7,10-tetraazacyclododecane-1,4,7,10-tetraacetic acid N(=C=S)C1=CC=C(CC2N(CCN(CCN(CCN(C2)CC(=O)O)CC(=O)O)CC(=O)O)CC(=O)O)C=C1